IC1=C(C=CC=C1)N(C(C1=CC=CC=C1)=O)OC N-(2-Iodophenyl)-N-methoxybenzamide